2-Chloro-4-(2-methylprop-1-enyl)benzonitrile ClC1=C(C#N)C=CC(=C1)C=C(C)C